S(=O)(=O)(O)C1=CC=C(C(C(=O)[O-])=C1)O.[Fe+3].S(=O)(=O)(O)C1=CC=C(C(C(=O)[O-])=C1)O.S(=O)(=O)(O)C1=CC=C(C(C(=O)[O-])=C1)O ferric 5-sulfosalicylate